CN1C(=C(C=C1C1=CC=CC=C1)\C(\C(\C)=N\NC(NCC)=S)=N/NC(NCC)=S)C (2E,2'E)-2,2'-(1-(1,2-dimethyl-5-phenyl-1H-pyrrol-3-yl)propane-1,2-diylidene)bis(N-ethylhydrazine-1-carbothioamide)